[2-(3-pyridyl)-1-piperidyl]acetamide N1=CC(=CC=C1)C1N(CCCC1)CC(=O)N